CN1N=C(C=C1O)C(C)C 1-methyl-3-(propan-2-yl)-1H-pyrazol-5-ol